tert-butyl (2R,3S,4S)-4-[(tert-butoxycarbonyl)oxy]-2-[(4-methoxyphenyl) methyl]-3-({[(2S)-oxolan-2-ylmethyl]carbamoyl}oxy)pyrrolidine-1-carboxylate C(C)(C)(C)OC(=O)O[C@@H]1[C@H]([C@H](N(C1)C(=O)OC(C)(C)C)CC1=CC=C(C=C1)OC)OC(NC[C@H]1OCCC1)=O